COC1=C(C=C(C=C1)C1COCC1)S(=O)(=O)NC(=O)C1=NC2=CC=CC(=C2C=C1)C1=NC=CC=C1 N-((2-methoxy-5-(tetrahydrofuran-3-yl)phenyl)sulfonyl)-5-(pyridin-2-yl)quinoline-2-carboxamide